N-(5-cyclopentylpyrimidin-2-yl)-2-[(4-cyclopropyl-4H-1,2,4-triazol-3-yl)sulfanyl]-5-nitrobenzamide C1(CCCC1)C=1C=NC(=NC1)NC(C1=C(C=CC(=C1)[N+](=O)[O-])SC1=NN=CN1C1CC1)=O